2-(3-fluoro-2-(trifluoromethyl)phenyl)-6-hydroxy-6-methyl-2-methylamino-cyclohexane-1-one hydrochloride Cl.FC=1C(=C(C=CC1)C1(C(C(CCC1)(C)O)=O)NC)C(F)(F)F